2-decylfuran C(CCCCCCCCC)C=1OC=CC1